2-(2,5-dimethylphenoxy)-N-[(1s,4s)-4-{[6-chloro-2-(trifluoromethyl)quinolin-4-yl]amino}cyclohexyl]acetamide CC1=C(OCC(=O)NC2CCC(CC2)NC2=CC(=NC3=CC=C(C=C23)Cl)C(F)(F)F)C=C(C=C1)C